Stearyl-dimethyl-ammonium C(CCCCCCCCCCCCCCCCC)[NH+](C)C